2-(4-methyl-3-pentenyl)-6-methyl-9-methacryloyloxy-10-phenoxy-1,4-dihydro-1,4-methanoanthracene CC(=CCCC=1C2C3=C(C4=CC=C(C=C4C(=C3C(C1)C2)OC2=CC=CC=C2)C)OC(C(=C)C)=O)C